(2R,5R)-1-(2-{6-Benzyl-3,3-dimethyl-1H,2H,3H-pyrrolo[3,2-b]pyridin-1-yl}-2-oxoethyl)-N,N,5-trimethylpiperazine-2-carboxamide dihydrochloride Cl.Cl.C(C1=CC=CC=C1)C=1C=C2C(=NC1)C(CN2C(CN2[C@H](CN[C@@H](C2)C)C(=O)N(C)C)=O)(C)C